CSCCSCCC1=NC=CC=C1 2-[2-(2-methylsulfanyl-ethylsulfanyl)ethyl]pyridine